ClC=1C(=CC(=C(N)C1)F)C=1C=NC(=C(C1)F)OCC(F)(F)F 5-Chloro-2-fluoro-4-(5-fluoro-6-(2,2,2-trifluoroethoxy)pyridin-3-yl)aniline